C(C)S(=O)(=O)C=1C=C(C=NC1C1=NC2=C(C(N(C(=C2)C(F)(F)F)OC)=O)N1C)OC(C#N)(C)C 2-[[5-ethylsulfonyl-6-[5-methoxy-3-methyl-4-oxo-6-(trifluoromethyl)imidazo[4,5-c]pyridin-2-yl]-3-pyridyl]oxy]-2-methyl-propanenitrile